C(C1=CC=CC=C1)OC(C(C(=O)OCC)(F)F)CCCOCC1=CC=CC=C1 ethyl 3,6-bis(benzyloxy)-2,2-difluorohexanoate